NC=1NC(C2=C(N1)NC(=C2C2=CC(=CC=C2)C(C)C)C2=CC=C(C=C2)S(=O)(=O)N(C)C)=O 4-(2-amino-5-(3-isopropylphenyl)-4-oxo-4,7-dihydro-3H-pyrrolo[2,3-d]pyrimidin-6-yl)-N,N-dimethylbenzenesulfonamide